C1(=CC=CC=C1)C1=CN=C(S1)NC[C@@H]1CN(CC1)C(=O)OC(C)(C)C tert-butyl (R)-3-(((5-phenylthiazol-2-yl)amino)methyl)pyrrolidine-1-carboxylate